tert-Butyl 4-acetyl-3-methylpiperidine-1-carboxylate C(C)(=O)C1C(CN(CC1)C(=O)OC(C)(C)C)C